2-methyl-6-(4,4,5,5-tetramethyl-1,3,2-dioxaborolan-2-yl)-1,2,3,4-tetrahydroisoquinoline CN1CC2=CC=C(C=C2CC1)B1OC(C(O1)(C)C)(C)C